C(C)OC(=O)C1=CC=C(NC2=C(C=3C(C4=CC=CC=C4C(C3C(=C2F)F)=O)=O)F)C=C1 2-(p-ethoxycarbonylanilino)1,3,4-trifluoroanthraquinone